NC=1N=NC(=CC1N1C[C@H](OC[C@H]1C)C1=CC=C(C(=O)O)C=C1)C1=C(C(=CC=C1)F)O 4-((2R,5R)-4-(3-Amino-6-(3-fluoro-2-hydroxyphenyl)pyridazin-4-yl)-5-methylmorpholin-2-yl)benzoic acid